FC(C1=C(C=C(C(=N1)O)C#N)C(=O)N1CCC(CC1)C1=NOC(=N1)C)F 6-(difluoromethyl)-2-hydroxy-5-[4-(5-methyl-1,2,4-oxadiazol-3-yl)piperidine-1-carbonyl]Pyridine-3-carbonitrile